R-2,2'-bipyridine N1=C(C=CC=C1)C1=NC=CC=C1